Cl.BrC1=CC=C(C=C1)CC1(CC1)N 1-[(4-bromophenyl)methyl]cyclopropan-1-amine hydrochloride